FC(C1=CN=C2N1N=C(C=C2)C=2C1=C(N=C(N2)N)NC=C1)F (3-(difluoromethyl)imidazo[1,2-b]pyridazin-6-yl)-7H-pyrrolo[2,3-d]pyrimidin-2-amine